(S)-3-methyl-6-(7-(2-methyl-6-(trifluoromethyl)pyrimidin-4-yl)-2,7-diazaspiro[4.4]nonan-2-yl)-1-(oxetan-3-yl)-1H-pyrazolo[3,4-d]pyrimidine CC1=NN(C2=NC(=NC=C21)N2C[C@@]1(CC2)CN(CC1)C1=NC(=NC(=C1)C(F)(F)F)C)C1COC1